C(C1=CC=CC=C1)C1=NC2=CC=CC=C2C=C1 (benzyl)quinolin